N1[SiH2]CC[SiH2]1 1-aza-2,5-disilacyclopentane